1-bromo-4-(1-chloro-2-iodoethyl)benzene BrC1=CC=C(C=C1)C(CI)Cl